1-(4-((4-Chloro-6-phenyl-1,3,5-triazin-2-yl)amino)piperidin-1-yl)ethan-1-one ClC1=NC(=NC(=N1)C1=CC=CC=C1)NC1CCN(CC1)C(C)=O